tert-butyl 6-bromo-1-methyl-2-oxoimidazo[4,5-b]pyridine-3-carboxylate BrC=1C=C2C(=NC1)N(C(N2C)=O)C(=O)OC(C)(C)C